1-Octyl-2-ethylpyrrolidinium methansulfonat CS(=O)(=O)[O-].C(CCCCCCC)[NH+]1C(CCC1)CC